CC=1OC(=NN1)C1=CC=C(C=C1)C=1C2=C(N=C(N1)N1[C@H](CC1)C)CCC2 (S)-2-methyl-5-(4-(2-(2-methylazetidin-1-yl)-6,7-dihydro-5H-cyclopenta[d]pyrimidin-4-yl)phenyl)-1,3,4-oxadiazole